N-(4-((4-amino-2-butyl-1H-imidazo[4,5-c]quinolin-1-yl)methyl)benzyl)stearamide cesium fluoride chlorate Cl(=O)(=O)O.[F-].[Cs+].NC1=NC=2C=CC=CC2C2=C1N=C(N2CC2=CC=C(CNC(CCCCCCCCCCCCCCCCC)=O)C=C2)CCCC